vinyl-isoindoline C(=C)C1NCC2=CC=CC=C12